aluminum adamantane C12CC3CC(CC(C1)C3)C2.[Al]